4-((S)-7-(((R)-6-(2-chloro-4-fluorophenyl)-5-(methoxycarbonyl)-2-(thiazol-2-yl)-1,6-dihydropyrimidin-4-yl)methyl)-3-oxohexahydroimidazo[1,5-a]pyrazin-2(3H)-yl)benzoic acid ClC1=C(C=CC(=C1)F)[C@H]1C(=C(N=C(N1)C=1SC=CN1)CN1C[C@@H]2N(CC1)C(N(C2)C2=CC=C(C(=O)O)C=C2)=O)C(=O)OC